2-methyl-1-(piperazin-1-yl)propan-2-ol CC(CN1CCNCC1)(C)O